C1(CC1)C=1N=NN(C1)[C@H](C(=O)N1[C@@H](C[C@H](C1)O)C(=O)NCC=1C=NC(=CC1C)C)C(C)(C)C (2S,4r)-1-[(2S)-2-(4-cyclopropyl-triazol-1-yl)-3,3-dimethyl-butyryl]-N-[(4,6-dimethyl-3-pyridinyl)methyl]-4-hydroxy-pyrrolidine-2-carboxamide